OC1=C(C=C(C=C1)CCCCCCCC)N1N=C2C(=N1)C=CC=C2 2-(2'-hydroxy-5-octylphenyl)-2H-benzotriazole